OC1=CC=C(C=C1)C1=CC=C(C=C1)Br 4-hydroxy-4'-bromobiphenyl